CC=1C2=CCCC2=CC=CC1 4-methyl-dihydroazulene